(7R,14R)-1-(difluoromethoxy)-11-(6-(dimethylphosphoryl)pyridin-3-yl)-6-methyl-6,7-dihydro-7,14-methanobenzo[f]benzo[4,5]imidazo[1,2-a][1,4]diazocin-5(14H)-one FC(OC1=CC=CC=2C(N([C@H]3C=4N([C@@H](C21)C3)C3=C(N4)C=CC(=C3)C=3C=NC(=CC3)P(=O)(C)C)C)=O)F